COC1=C2C(C(=C(OC2=CC(=C1)OC)C1=CC(=C(C(=C1)OC)OC)OC)OS(=O)(=O)C1=NC2=CC=CC=C2C=C1)=O 5,7-dimethoxy-4-oxo-2-(3,4,5-trimethoxyphenyl)-4H-chromen-3-ylquinoline-2-sulfonate